4-(((6-amino-9-(3-(hydroxymethyl)benzyl)-9H-purin-2-yl)oxy)methyl)pyridin NC1=C2N=CN(C2=NC(=N1)OCC1=CC=NC=C1)CC1=CC(=CC=C1)CO